((3R)-8-(1-(2-chlorophenyl)ethenyl)-1-methyl-2-oxo-1,2,3,4-tetrahydroquinolin-3-yl)urea ClC1=C(C=CC=C1)C(=C)C=1C=CC=C2C[C@H](C(N(C12)C)=O)NC(=O)N